5-(2-Cyclopropylphenyl)-1,3,4-oxadiazole-2-carboxylic acid ethyl ester C(C)OC(=O)C=1OC(=NN1)C1=C(C=CC=C1)C1CC1